2-[[2-[2-oxo-3-(3-oxo-4H-pyrido[3,2-b][1,4]oxazin-6-yl)-1,3-oxazolidin-5-yl]ethylamino]methyl]-5-(pyrrolidin-2-ylmethoxy)-2,3-dihydro-1H-indene-4-carbonitrile O=C1OC(CN1C=1C=CC=2OCC(NC2N1)=O)CCNCC1CC=2C=CC(=C(C2C1)C#N)OCC1NCCC1